2-Phenyl-4-(3-chlorophenyl)imidazole (E)-(3-(2-(thiophen-2-yl)vinyl)-1H-pyrazol-1-yl)methyl-pyrrolidine-3-carboxylate hydrochloride Cl.S1C(=CC=C1)/C=C/C1=NN(C=C1)COC(=O)C1CNCC1.C1(=CC=CC=C1)C=1NC=C(N1)C1=CC(=CC=C1)Cl